1-[[7-(2-methoxy-4,6-dimethyl-phenyl)-1,8-naphthyridin-2-yl]methyl]cyclopropanecarboxylic acid COC1=C(C(=CC(=C1)C)C)C1=CC=C2C=CC(=NC2=N1)CC1(CC1)C(=O)O